C(CC(O)(C(=O)O)CC(=O)O)(=O)O.C(C)O[C@@H]([C@]1(CN(CC1)C(C)(CC)C=1C=CC(=NC1)C)CCC=1SC(=CC1)F)C1=CC=CC=C1 |o1:16,17| 5-(2-((R or S)-3-((R or S)-ethoxy(phenyl)methyl)-3-(2-(5-fluoro-thiophen-2-yl)ethyl)pyrrolidin-1-yl)butan-2-yl)-2-methylpyridine citrate